NC(CNC(=O)C1=C(C=CC=C1)NC(=O)C1=NN(C(=C1C)C1=CC=C(C=C1)Cl)C1=C(C=C(C=C1)Cl)Cl)=O N-(2-((2-amino-2-oxoethyl)carbamoyl)phenyl)-5-(4-chlorophenyl)-1-(2,4-dichlorophenyl)-4-methyl-1H-pyrazole-3-carboxamide